C(C)(C)OC(NC1=CC(=C(C=C1)C1=CN=C(S1)C1CCC(CC1)NC(=O)OC(C)(C)C)S(NC(C)(C)C)(=O)=O)=O N-[4-[2-[4-(tert-butoxycarbonylamino)cyclohexyl]thiazol-5-yl]-3-(tert-butylsulfamoyl)phenyl]carbamic acid isopropyl ester